N,N-dimethyl-N'-[8-methyl-6-[1-(oxan-2-yl)benzotriazole-4-carbonyl]quinolin-5-yl]methanimidamide CN(C=NC1=C2C=CC=NC2=C(C=C1C(=O)C1=CC=CC=2N(N=NC21)C2OCCCC2)C)C